C1(CC1)COC=1N=CC(=NC1)C=O 5-(cyclopropylmethoxy)pyrazine-2-carbaldehyde